tert-butyl (R)-(cyclopropyl(1-(difluoromethyl)-1H-pyrazol-3-yl)methyl)carbamate C1(CC1)[C@H](C1=NN(C=C1)C(F)F)NC(OC(C)(C)C)=O